6-(5-cyano-1H-pyrrolo[2,3-b]pyridin-4-yl)-N-(3-methoxy-1,2,4-thiadiazole-5-yl)-1,6-diazaspiro[3.5]nonane-1-carboxamide C(#N)C=1C(=C2C(=NC1)NC=C2)N2CC1(CCN1C(=O)NC1=NC(=NS1)OC)CCC2